C(C1=CC=CC=C1)OC(=O)N\C(\C(=O)OC)=C/C=1C=C2CCCOC2=CC1 methyl (2Z)-2-{[(benzyloxy)carbonyl]amino}-3-(3,4-dihydro-2H-chromen-6-yl)acrylate